COCCOC12CC3(CC(CC(C1)(C3)C)(C2)N2N=CC=C2C)C 1-((5-2-methoxyethoxy)-3,7-dimethyltricyclo[3.3.1.13,7]dec-1-yl)-5-methyl-1H-pyrazole